7-methoxy-6-(3-morpholinopropoxy)quinazolin-4(3H)-one COC1=C(C=C2C(NC=NC2=C1)=O)OCCCN1CCOCC1